tert-butyl 4-iodo-1-methyl-1H-pyrazole-3-carboxylate IC=1C(=NN(C1)C)C(=O)OC(C)(C)C